2-(3-(4-((7H-pyrrolo[2,3-d]pyrimidin-4-yl)amino)-1H-pyrazol-1-yl)-1-(2-phenylacetyl)azetidin-3-yl)acetonitrile N1=CN=C(C2=C1NC=C2)NC=2C=NN(C2)C2(CN(C2)C(CC2=CC=CC=C2)=O)CC#N